FC=1C(=C(C=CC1F)[C@H]1CO[C@H]([C@H]1C)C(F)(F)F)OC |r| rac-(2R,3S,4S,5R)-3-(3,4-difluoro-2-methoxyphenyl)-4-methyl-5-(trifluoromethyl)tetrahydrofuran